ClC=1C(=NC(=C(C1)B1OC(C(O1)(C)C)(C)C)C)C1(CC(C1)(F)F)C 3-chloro-2-(3,3-difluoro-1-methyl-cyclobutyl)-6-methyl-5-(4,4,5,5-tetramethyl-1,3,2-dioxaborolan-2-yl)pyridine